C(C1=CC=CC=C1)OC1=C(C=CC(=C1)S(=O)(=O)C)C1=C2C(=C(N=N1)N[C@H]1CN(CCC1)CC)N=C(C=C2)C 5-(2-benzyloxy-4-methylsulfonyl-phenyl)-N-[(3R)-1-ethyl-3-piperidyl]-2-methyl-pyrido[2,3-d]pyridazin-8-amine